C1(CCC1)C[C@H](C(=O)N1CC(C(CC1)(O)CN1C=NC(=CC1=O)C1=C(C=CC=C1)F)(C)C)CO 3-((1-((S)-3-Cyclobutyl-2-(hydroxymethyl)propanoyl)-4-hydroxy-3,3-dimethylpiperidin-4-yl)methyl)-6-(2-fluorophenyl)pyrimidin-4(3H)-on